6-[1-(6-chloro-3H-imidazo[4,5-b]pyridin-2-yl)cyclobutyl]-1-[2-(trifluoromethyl)pyrimidin-4-yl]-1,2,3,4-tetrahydro-1,5-naphthyridine ClC=1C=C2C(=NC1)NC(=N2)C2(CCC2)C=2N=C1CCCN(C1=CC2)C2=NC(=NC=C2)C(F)(F)F